dihydrospiro[piperidine-4,7'-thieno[2,3-c]pyran]-4'-ol S1CCC2=C1C1(OC=C2O)CCNCC1